C(C1=CC=CC=C1)COOCCCC(CC(CC(CC(CC(CC(CC(CCCI)C)C)C)C)C)C)C 19-iodo-4,6,8,10,12,14,16-heptamethyl-nonadecyloxy benzyl-methyl ether